α,α'-bis(2,3,4-trihydroxybenzoyl)p-xylene OC1=C(C(=O)CC2=CC=C(C=C2)CC(C2=C(C(=C(C=C2)O)O)O)=O)C=CC(=C1O)O